N-[[6-(3,5-Dimethoxyanilino)-2-pyridyl]sulfonyl]-2-(2,2,4-trimethylpyrrolidin-1-yl)pyridin-3-carboxamid COC=1C=C(NC2=CC=CC(=N2)S(=O)(=O)NC(=O)C=2C(=NC=CC2)N2C(CC(C2)C)(C)C)C=C(C1)OC